3-(4-diethylamino-2-ethoxyphenyl)-3-(1-ethyl-2-methylindol-3-yl)-4-aza-phthalide C(C)N(C1=CC(=C(C=C1)C1(OC(=O)C2=CC=CN=C12)C1=C(N(C2=CC=CC=C12)CC)C)OCC)CC